NC1=C(N=C2N1C=CC(=C2Br)F)C(=O)NCCCC 3-amino-7-fluoro-8-bromo-N-butylimidazo[1,2-a]pyridine-2-carboxamide